methyl 4-(2-(4-(6-((4-cyano-2-fluorobenzyl)oxy)pyridin-2-yl)-2,5-difluorophenyl)acetamido)-3-iodo-5-((2-methoxyethyl)amino)benzoate C(#N)C1=CC(=C(COC2=CC=CC(=N2)C2=CC(=C(C=C2F)CC(=O)NC2=C(C=C(C(=O)OC)C=C2NCCOC)I)F)C=C1)F